3-cyclopropyl-1,5-dimethyl-1H-pyrazole-4-amine C1(CC1)C1=NN(C(=C1N)C)C